CC=1C=C(C=C(C1)C)C1=C(NC=2C3=C(CCC12)C=CC=C3)C(=O)OC methyl 3-(3,5-dimethylphenyl)-4,5-dihydro-1H-benzo[g]indole-2-carboxylate